ClC=1C(=C(C=CC1O)C1=C(SC=2N=CN=C(C21)O[C@@H](C(=O)OCC)CC2=C(C=CC=C2)OCC2=NC(=NC=C2)C2=C(C=CC=C2)OC)C#CC)CC ethyl (2R)-2-[5-(3-chloro-2-ethyl-4-hydroxy-phenyl)-6-prop-1-ynyl-thieno[2,3-d]pyrimidin-4-yl]oxy-3-[2-[[2-(2-methoxyphenyl)pyrimidin-4-yl]methoxy]phenyl]propanoate